COC1=C(C=O)C=CC(=C1)S(F)(F)(F)(F)F 2-methoxy-4-(pentafluorosulfanyl)benzaldehyde